CCC(CC)[C@H](C1=CC=C(C=C1)NC2=NC3=CC=CC=C3S2)N4C=NC=N4 The molecule is an N-{4-[2-ethyl-1-(1H-1,2,4-triazol-1-yl)butyl]phenyl}-1,3-benzothiazol-2-amine that is the (R)-enantiomer of talarozole. The racemate is used for the treatment of keratinization disorders, psoriasis and acne. It is an enantiomer of a (S)-talarozole.